3-bromo-2-methyl-4-(3-phenylprop-2-yn-1-yl)-4H-thieno[3,2-b]pyrrole BrC1=C(SC2=C1N(C=C2)CC#CC2=CC=CC=C2)C